Methyl 1-(3-((tert-butyldimethylsilyl)oxy)propyl)-5-chloro-4-(3-(hydroxymethyl)-1,5-dimethyl-1H-pyrazol-4-yl)-3-methyl-1H-indole-2-carboxylate [Si](C)(C)(C(C)(C)C)OCCCN1C(=C(C2=C(C(=CC=C12)Cl)C=1C(=NN(C1C)C)CO)C)C(=O)OC